C1(=CC=CC=C1)S(=O)(=O)N(S(=O)(=O)C1=CC=CC=C1)F N-(phenylsulfonyl)-N-fluoro-benzenesulfonamide